ClC1=CC(=C(C(=O)N(C)C2=C(C=CC=C2)OC)C=C1C=1C=NC(=CC1C#N)C(F)(F)F)OCCN(C)S(=O)(=O)C 4-Chloro-5-(4-cyano-6-trifluoromethyl-pyridin-3-yl)-2-[2-(methanesulfonyl-methyl-amino)-ethoxy]-N-(2-methoxy-phenyl)-N-methyl-benzamide